2-(2-(2-(difluoromethoxy)-7-methylquinoxalin-5-yl)-4-fluorobenzo[d]thiazol-6-yloxy)ethylcarbamic acid tert-butyl ester C(C)(C)(C)OC(NCCOC1=CC2=C(N=C(S2)C2=C3N=CC(=NC3=CC(=C2)C)OC(F)F)C(=C1)F)=O